NC=1C(=CC2=C(OCCO2)C1)C(=O)O 7-amino-2,3-dihydrobenzo[b][1,4]dioxin-6-carboxylic acid